COC(=O)C1(CCC2(C(CC3=CC=CC=C23)CC(CO)(C)C)CC1)NC1=CC(=CC=C1)Cl (1r,4r)-4-(3-Chloroanilino)-2'-(3-hydroxy-2,2-dimethylpropyl)-2',3'-dihydrospiro[cyclohexane-1,1'-indene]-4-carboxylic acid methyl ester